OC1=C(C(=O)O)C=C(C(=C1)O)C(C)C 2,4-dihydroxy-5-(1-methylethyl)benzoic acid